2-ethoxyethyl ether C(C)OCCOCCOCC